COC1=CC=C(C=C1)S(=O)(=O)N[C@@H](C(=O)OC(C)(C)C)C(C)C (R)-tert-Butyl 2-(4-methoxyphenylsulfonamido)-3-methylbutanoate